(S)-2-((4-((2-hydroxy-1-phenylethyl)amino)-5-(3-(pyridin-2-yl)-1,2,4-oxadiazol-5-yl)pyridin-2-yl)amino)-6,7,7-trimethyl-6,7-dihydro-5H-pyrrolo[3,4-d]pyrimidin-5-one OC[C@H](C1=CC=CC=C1)NC1=CC(=NC=C1C1=NC(=NO1)C1=NC=CC=C1)NC=1N=CC2=C(N1)C(N(C2=O)C)(C)C